tert-butyl 3-(7-bromo-2,6-dichloro-8-fluoro-quinazolin-4-yl)-6-fluoro-3,8-diazabicyclo[3.2.1]octane-8-carboxylate BrC1=C(C=C2C(=NC(=NC2=C1F)Cl)N1CC2CC(C(C1)N2C(=O)OC(C)(C)C)F)Cl